C(C)(C)(C)O[SiH](C=CC1=CC=CC=C1)OC(C)(C)C di(t-butoxy)phenylvinyl-silane